isophthalic acid (n-pentyl) (iso-decyl) ester C(CCCCCCC(C)C)OC(C=1C=C(C(=O)OCCCCC)C=CC1)=O